C(C)(C)C=1C(=NNC1C=1C=C(C=2N(C1)N=CN2)C)C(=O)N[C@@H]2CN(CCC2)CC2=NC(N=N2)C 4-isopropyl-N-((3S)-1-((3-methyl-3H-1,2,4-triazol-5-yl)methyl)piperidin-3-yl)-5-(8-methyl-[1,2,4]triazolo[1,5-a]pyridin-6-yl)-1H-pyrazole-3-carboxamide